Methyl 2-{[(1-{6-[(4-cyano-2-fluorophenyl)methoxy]pyridin-2-yl}piperidin-4-yl)oxy]methyl}-3-[(2S)-oxetan-2-ylmethyl]-1,3-benzodiazole-5-carboxylate C(#N)C1=CC(=C(C=C1)COC1=CC=CC(=N1)N1CCC(CC1)OCC=1N(C2=C(N1)C=CC(=C2)C(=O)OC)C[C@H]2OCC2)F